[C].CCCC butane carbon